N-Acetyl-galactosamine 1-phosphate P(=O)(O)(O)OC1[C@H](NC(C)=O)[C@@H](O)[C@@H](O)[C@H](O1)CO